C1=CC=C(C=C1)N=NC2=C(N=C(C=C2)N)N The molecule is a diaminopyridine that is 2,6-diaminopyridine substituted at position 3 by a phenylazo group. A local anesthetic that has topical analgesic effect on mucosa lining of the urinary tract. Its use is limited by problems with toxicity (primarily blood disorders) and potential carcinogenicity. It has a role as a local anaesthetic, a non-narcotic analgesic, a carcinogenic agent and an anticoronaviral agent. It is a diaminopyridine and an azo compound. It is a conjugate base of a phenazopyridine(1+).